(3-bromo-7-((tert-butoxycarbonyl)(thiophen-2-ylmethyl)amino)-5-chlorothieno[3,2-b]pyridin-2-yl)-5-hydroxyazepan-1-carboxylic acid tert-butyl ester C(C)(C)(C)OC(=O)N1C(CCC(CC1)O)C1=C(C2=NC(=CC(=C2S1)N(CC=1SC=CC1)C(=O)OC(C)(C)C)Cl)Br